CC1=NC(=CC=C1S(=O)(=O)N1CC2(C1)CNC2)C(F)(F)F 2-[[2-methyl-6-(trifluoromethyl)-3-pyridyl]sulfonyl]-2,6-diazaspiro[3.3]heptane